ClCC(C=P(C1=CC=CC=C1)(C1=CC=CC=C1)C1=CC=CC=C1)=O 1-Chloro-3-(triphenyl-λ5-phosphanylidene)-propan-2-one